C1=CC=CC=2C3=CC=CC=C3N(C12)C=1C=C(C=C(C1)C)C1=CC(=CC=C1)C(C)(C)C 3-(9H-carbazol-9-yl)-3'-tert-butyl-5-methyl-[1,1'-biphenyl]